4-benzyloxy-3-(4-methoxycarbonylphenyl)indole-1-carboxylic acid tert-butyl ester C(C)(C)(C)OC(=O)N1C=C(C2=C(C=CC=C12)OCC1=CC=CC=C1)C1=CC=C(C=C1)C(=O)OC